CN1CSC=C1 N-methylthiazole